FC1(CN(CCC1)CC1=CC=C(C=C1)[C@H](C)NC=1N=CC2=C(N1)N(C(C=C2C)=O)CC(C)(C)C)F 2-{(S)-1-[4-(3,3-Difluoro-piperidin-1-ylmethyl)-phenyl]-ethylamino}-8-(2,2-dimethyl-propyl)-5-methyl-8H-pyrido[2,3-d]pyrimidin-7-one